7-Fluoro-8-(1H-indazol-4-yl)-1,4,4,9-tetramethyl-5H-[1,2,4]triazolo[4,3-a]quinoxaline FC=1C=C2NC(C=3N(C2=C(C1C1=C2C=NNC2=CC=C1)C)C(=NN3)C)(C)C